(S)-phenylglycinol N[C@@H](C1=CC=CC=C1)CO